(2R,3R,4S,5R)-3,5-bis(benzyloxy)-2-((benzyloxy)methyl)-4-(4-(3,4,5-trifluorophenyl)-1H-1,2,3-triazol-1-yl)-1-oxa-7-azaspiro[5.5]undecan-8-one C(C1=CC=CC=C1)O[C@H]1[C@H](OC2([C@@H]([C@H]1N1N=NC(=C1)C1=CC(=C(C(=C1)F)F)F)OCC1=CC=CC=C1)NC(CCC2)=O)COCC2=CC=CC=C2